BrC1=CC(=C(C=C1F)N1C[C@@H](N([C@@H](C1)C)C(=O)OC(C)(C)C)C)[N+](=O)[O-] tert-butyl (2S,6R)-4-(4-bromo-5-fluoro-2-nitrophenyl)-2,6-dimethylpiperazine-1-carboxylate